Tert-butyl N-[2-[3-[2-(2,6-dioxo-3-piperidyl)-1,3-dioxo-isoindolin-5-yl]propoxy]ethyl]-N-methyl-carbamate O=C1NC(CCC1N1C(C2=CC=C(C=C2C1=O)CCCOCCN(C(OC(C)(C)C)=O)C)=O)=O